BrC1=CC=C(C=C1)N1[C@@H]2CN([C@H](C1)C2)C(C)=O 1-((1S,4S)-5-(4-bromophenyl)-2,5-diazabicyclo[2.2.1]heptan-2-yl)ethan-1-one